CC1=C(C(=O)NN)C=C(C=C1)C 2,5-dimethylbenzoic acid hydrazide